FC=1C=C(OC2=CC=C3CCN(CC3=C2)C(CCS(=O)(=O)N)=O)C=CC1C(F)(F)F 3-(7-(3-fluoro-4-(trifluoromethyl)phenoxy)-3,4-dihydroisoquinolin-2(1H)-yl)-3-oxopropane-1-sulfonamide